4-[5-fluoro-2-iodo-1-(4-methylbenzenesulfonyl)pyrrolo[2,3-b]pyridin-4-yl]piperidine hydrochloride Cl.FC=1C(=C2C(=NC1)N(C(=C2)I)S(=O)(=O)C2=CC=C(C=C2)C)C2CCNCC2